C(COP(=O)([O-])OC[C@@H](CO)O)[NH3+] The molecule is major species at pH 7.3. It is a member of sn-glycerol 3-phosphates, a sn-glycerophosphodiester(1-) and a zwitterion. It is an enantiomer of a sn-glycero-3-phosphoethanolamine zwitterion. It is a tautomer of a sn-glycero-3-phosphoethanolamine.